4H-1,4-benzoxazine-3-one hydrochloride Cl.O1CC(NC2=C1C=CC=C2)=O